6-chloro-3-(2,5-dihydrofuran-3-yl)-8-fluoro-4-isopropylquinoline ClC=1C=C2C(=C(C=NC2=C(C1)F)C=1COCC1)C(C)C